6-oxo-1,6-dihydropyridine-2-carbaldehyde O=C1C=CC=C(N1)C=O